N-(3-chloro-4-((4-hydroxypyrrolidin-3-yl)carbamoyl)phenyl)-5-(1-(2,2-difluorocyclopropyl)-3-(trifluoromethyl)-1H-pyrazol-4-yl)-1-methyl-1H-imidazole-2-carboxamide formate C(=O)O.ClC=1C=C(C=CC1C(NC1CNCC1O)=O)NC(=O)C=1N(C(=CN1)C=1C(=NN(C1)C1C(C1)(F)F)C(F)(F)F)C